3-(1-hydroxy-2-o-tolylaminoethyl)-1H-1,2,4-triazole-5(4H)-thione OC(CNC1=C(C=CC=C1)C)C1=NNC(N1)=S